1,2-dimethyl-5,6-dihydro-4H-pyrimidinium propionate C(CC)(=O)[O-].C[NH+]1C(=NCCC1)C